(R)-(3-amino-6-(1',2'-dihydrospiro[cyclopropane-1,3'-pyrrolo[2,3-b]pyridin]-5'-yl)pyridin-2-yl)(3-hydroxypyrrolidin-1-yl)methanone NC=1C(=NC(=CC1)C=1C=C2C(=NC1)NCC21CC1)C(=O)N1C[C@@H](CC1)O